(R)-5-[1-(2-difluoromethyl-6-fluoro-phenyl)-piperidin-4-yl]-2,4-dimethyl-7-(2-trifluoromethyl-benzyl)-2,4,5,7-tetrahydro-pyrazolo[3,4-d]pyrimidin-6-one FC(C1=C(C(=CC=C1)F)N1CCC(CC1)N1C(N(C=2C([C@H]1C)=CN(N2)C)CC2=C(C=CC=C2)C(F)(F)F)=O)F